6-(6-(4-(1,3-dioxolan-2-yl)piperidine-1-yl)-5-(trifluoromethyl)pyridin-3-yl)pyridazin-3(2H)-one O1C(OCC1)C1CCN(CC1)C1=C(C=C(C=N1)C=1C=CC(NN1)=O)C(F)(F)F